3-amino-N-[2-(3-amino-4-methoxy-3-methylpyrrolidin-1-yl)-5,6,7,8-tetrahydroquinolin-6-yl]-4,6-dimethylthieno[2,3-b]pyridine-2-carboxamide NC1=C(SC2=NC(=CC(=C21)C)C)C(=O)NC2CC=1C=CC(=NC1CC2)N2CC(C(C2)OC)(C)N